C[C@H]1NCCC=C1C1=CC=2C(=NC=CC2NC=2C=CC3=C(N=CS3)C2)S1 (R)-N-(2-(2-methyl-1,2,5,6-tetrahydropyridin-3-yl)thieno[2,3-b]pyridin-4-yl)benzo[d]thiazol-5-amine